5-methyloluridine C(O)C=1C(NC(N([C@H]2[C@H](O)[C@H](O)[C@@H](CO)O2)C1)=O)=O